tri(8-hydroxyquinoline) aluminum [Al].OC=1C=CC=C2C=CC=NC12.OC=1C=CC=C2C=CC=NC12.OC=1C=CC=C2C=CC=NC12